CN(C1=NC2=CC=C(C=C2C=C1)C1=CN=C(N1)[C@H](CCCCCC(CC)=O)NC(=O)[C@H]1CC12CCN(CC2)C)C (1S)-N-[(1S)-1-{5-[2-(Dimethylamino)chinolin-6-yl]-1H-imidazol-2-yl}-7-oxononyl]-6-methyl-6-azaspiro[2.5]octan-1-carboxamid